NC(C(CC1=CC(NC2=CC=CC=C12)=O)NC(=O)[C@H](CC(C)C)NC(=O)C=1NC2=CC=CC(=C2C1)OC)=O N-[(1S)-1-[[2-amino-2-oxo-1-[(2-oxo-1H-quinolin-4-yl)methyl]ethyl]carbamoyl]-3-methyl-butyl]-4-methoxy-1H-indole-2-carboxamide